13-(3-(3,4-bis(trifluoromethyl)phenyl)ureido)tridecanamide FC(C=1C=C(C=CC1C(F)(F)F)NC(NCCCCCCCCCCCCC(=O)N)=O)(F)F